perfluorodecyl-triethoxysilane fluorine [F].FC(C(F)(F)F)(O[Si](OC(C(F)(F)F)(F)F)(OC(C(F)(F)F)(F)F)C(C(C(C(C(C(C(C(C(C(F)(F)F)(F)F)(F)F)(F)F)(F)F)(F)F)(F)F)(F)F)(F)F)(F)F)F